(3R,4R)-1-(ethylsulfonyl)-4-((S)-5H-imidazo[5,1-a]isoindol-5-yl)piperidin-3-ol C(C)S(=O)(=O)N1C[C@@H]([C@H](CC1)[C@@H]1N2C(C3=CC=CC=C13)=CN=C2)O